C(C=C)(=O)OCC(CCCCCCCCCCCCCC)OC(C=C)=O 1,2-hexadecanediol diacrylate